ClC=1C=C(C=C(C1OC1=CN(C(C=C1)=O)C1CCC1)Cl)N1N=C(C(NC1=O)=O)NC(OC(C)(C)C)=O tert-butyl (2-(3,5-dichloro-4-((1-cyclobutyl-6-oxo-1,6-dihydropyridin-3-yl)oxy)phenyl)-3,5-dioxo-2,3,4,5-tetrahydro-1,2,4-triazin-6-yl)carbamate